3,5-diamino-4-chlorobenzoic acid-isopropyl ester C(C)(C)OC(C1=CC(=C(C(=C1)N)Cl)N)=O